methoxymethyl 4-((4-(benzyloxy)-2-methoxy-6-methylbenzoyl)oxy)-3-chloro-2-(methoxymethoxy)-5,6-dimethylbenzoate C(C1=CC=CC=C1)OC1=CC(=C(C(=O)OC2=C(C(=C(C(=O)OCOC)C(=C2C)C)OCOC)Cl)C(=C1)C)OC